6-(1-((4'-Cyano-[1,1'-biphenyl]-4-yl)methyl)-4-fluoro-1H-indol-7-carboxamido)spiro[3.3]-heptan C(#N)C1=CC=C(C=C1)C1=CC=C(C=C1)CN1C=CC2=C(C=CC(=C12)C(=O)NC1CC2(CCC2)C1)F